N1=C(N=CC=C1)C#N Pyrimidine-2-carbonitrile